2-(5-((5-chloro-4-(3-cyclopropylpiperidin-1-yl)pyrimidin-2-yl)amino)pyridin-3-yl)-2,8-diazaspiro[4.5]decan-1-one ClC=1C(=NC(=NC1)NC=1C=C(C=NC1)N1C(C2(CC1)CCNCC2)=O)N2CC(CCC2)C2CC2